C1CCC(CC1)N2CCCC2 The molecule is an N-alkylpyrrolidine that is pyrrolidine in which the hydrogen attached to the nitrogen has been replaced by a cyclohexyl group.